(8'Z,11'Z-heptadecdienyl)-phenol C(=CC=CCCCCCCCCCCCCC)C1=C(C=CC=C1)O